1-(6-(2-hydroxyphenyl)pyridazin-4-yl)-4-(3-methyl-1H-pyrazol-1-yl)piperidine-4-carboxylic acid OC1=C(C=CC=C1)C1=CC(=CN=N1)N1CCC(CC1)(C(=O)O)N1N=C(C=C1)C